FC(C1=C(C=CC=C1S(=O)(=O)C1=CC(=CC=C1)F)N1CCNCC1)F 1-(2-(difluoromethyl)-3-((3-fluorophenyl)sulfonyl)phenyl)piperazine